4-(3-((5-bromo-2-((3-methyl-1-(8-methyl-8-azabicyclo[3.2.1]octan-3-yl)-1H-pyrazol-4-yl)amino)pyrimidin-4-yl)amino)propyl)-1,4-oxazepan-5-one BrC=1C(=NC(=NC1)NC=1C(=NN(C1)C1CC2CCC(C1)N2C)C)NCCCN2CCOCCC2=O